5-fluoro-6-methoxy-2-(2-methoxy-7-vinylquinoxalin-5-yl)-4-methylbenzo[d]thiazole FC=1C(=CC2=C(N=C(S2)C2=C3N=CC(=NC3=CC(=C2)C=C)OC)C1C)OC